tri-(4-imidazolyl-phenyl)amine N1C(=NC=C1)C1=CC=C(C=C1)N(C1=CC=C(C=C1)C=1NC=CN1)C1=CC=C(C=C1)C=1NC=CN1